inosine 5'-monophosphate disodium salt hydrate O.[Na+].[Na+].P(=O)([O-])([O-])OC[C@@H]1[C@H]([C@H]([C@@H](O1)N1C=NC=2C(O)=NC=NC12)O)O